(acryloylamino)hexanoic acid succinimidyl ester C1(CCC(N1OC(C(CCCC)NC(C=C)=O)=O)=O)=O